N1CC(OCC1)COC=1C(=CC2=CC=CC=C2C1)C1=CC(=NN1)NC=1N=CC(=NC1)C#N 5-(5-(3-(morpholin-2-ylmethoxy)naphthalen-2-yl)-1H-pyrazol-3-ylamino)pyrazine-2-carbonitrile